C(C)(C)(C)OC(=O)NCCNS(=O)(=O)C1=C(C(=C(N1)C(=O)OCC)C)C Ethyl 5-(N-(2-((tert-butoxycarbonyl) amino) ethyl) sulfamoyl)-3,4-dimethyl-1H-pyrrole-2-carboxylate